FC1(CCOCC1)CNC=1C(=CC(=C2N=COC21)S(=O)(=O)N)[N+](=O)[O-] 7-(((4-Fluorotetrahydro-2H-pyran-4-yl)methyl)amino)-6-nitrobenzo[d]oxazole-4-sulfonamide